[2,6-difluoro-3-(tetrahydropyran-4-ylsulfamoylamino)phenyl]-[5-(2-methoxypyrimidin-5-yl)-1H-pyrrolo[2,3-b]pyridin-3-yl]methanone FC1=C(C(=CC=C1NS(NC1CCOCC1)(=O)=O)F)C(=O)C1=CNC2=NC=C(C=C21)C=2C=NC(=NC2)OC